1-[[2-(difluoromethoxy)pyridin-4-yl]methyl]-3-(6-methylpyridin-2-yl)urea FC(OC1=NC=CC(=C1)CNC(=O)NC1=NC(=CC=C1)C)F